5-(3-((4'-chloro-[1,1'-biphenyl]-2-yl)methyl)-3,8-diazabicyclo[3.2.1]oct-8-yl)-2-(2,6-dioxopiperidin-3-yl)isoindoline-1,3-dione ClC1=CC=C(C=C1)C1=C(C=CC=C1)CN1CC2CCC(C1)N2C=2C=C1C(N(C(C1=CC2)=O)C2C(NC(CC2)=O)=O)=O